C(C)OC=1C=C2SC=3C=CC(=CC3N(C2=CC1)C)C(=O)NCC1=CC=C(C=C1)S(=O)(=O)CC 7-Ethoxy-N-(4-(ethylsulfonyl)benzyl)-10-methyl-phenothiazine-2-carboxamide